C1(CC1)C(=O)NC=1C=C2C(=CN=C(C2=CN1)NC)C=1OC2=C(N1)C=C(C=C2)C2CCN(CC2)C(=O)OC(C)(C)C tert-butyl 4-(2-(6-(cyclopropanecarboxamido)-1-(methylamino)-2,7-naphthyridin-4-yl)benzo[d]oxazol-5-yl)piperidine-1-carboxylate